6-[1-(2-Azaspiro[3.3]heptan-6-yl)-5-methyl-pyrazol-4-yl]-4-[(1R)-1-(2-pyridyl)ethoxy]pyrazolo[1,5-a]pyridine-3-carbonitrile C1NCC12CC(C2)N2N=CC(=C2C)C=2C=C(C=1N(C2)N=CC1C#N)O[C@H](C)C1=NC=CC=C1